dimethyl (((5'-methyl-4-(2-methyloctan-2-yl)-2'-(prop-1-en-2-yl)-[1,1'-biphenyl]-2,6-diyl)bis(oxy))bis(methylene))bis(phenyl carbamate) CC=1C=CC(=C(C1)C1=C(C=C(C=C1OCN(C(OC)=O)C1=CC=CC=C1)C(C)(CCCCCC)C)OCN(C(OC)=O)C1=CC=CC=C1)C(=C)C